2-(4-{[(4-chlorophenyl)amino]methyl}phenyl)-N-[1-(oxan-4-yl)piperidin-4-yl]-1-(2,2,2-trifluoroethyl)-1H-indol-4-amine ClC1=CC=C(C=C1)NCC1=CC=C(C=C1)C=1N(C=2C=CC=C(C2C1)NC1CCN(CC1)C1CCOCC1)CC(F)(F)F